1-(6-fluoropyridin-3-yl)-2',7-dimethyl-6-nitro-1H,2'H-3,4'-biindazole FC1=CC=C(C=N1)N1N=C(C2=CC=C(C(=C12)C)[N+](=O)[O-])C=1C2=CN(N=C2C=CC1)C